N1CC(C1)C#N azetidine-3-carbonitrile